4-(((3s,4s)-3-(aminomethyl)-4-((5-chloropyridin-2-yl)sulfonyl)-3-hydroxypyrrolidin-1-yl)sulfonyl)-3-chlorobenzonitrile NC[C@@]1(CN(C[C@@H]1S(=O)(=O)C1=NC=C(C=C1)Cl)S(=O)(=O)C1=C(C=C(C#N)C=C1)Cl)O